1-(allyloxy)-3-(propargyloxy)-2-propanol dichlorophosphate P(=O)(Cl)(Cl)OC(COCC=C)COCC#C